C(#N)C=1C=C(C(=NC1)OC)C1=C(C=NC(=C1)C)C(=O)OC methyl 5-cyano-2-methoxy-6'-methyl-[3,4'-bipyridine]-3'-carboxylate